CN1C=NC=C1C1=NC2=CC=CC=C2C(=C1)C1=NC2=C(N1C1=CC3=C(NC(N3)=O)C=C1)C=CC=C2 5-[2-[2-(3-Methylimidazol-4-yl)-4-quinolinyl]benzimidazol-1-yl]-1,3-dihydrobenzimidazol-2-one